(4Z)-9-hydroxy-5,9-dimethyl-4-decenal OC(CCC\C(=C/CCC=O)\C)(C)C